1-N-((3,5-dibromo-6-fluoropyridin-2-yl)aminothio)acetamide BrC=1C(=NC(=C(C1)Br)F)NSNC(C)=O